1,3-Bis(2-amino-2-propyl)cyclohexane NC(C)(C)C1CC(CCC1)C(C)(C)N